C(C1=CC=CC=C1)N(C)C[C@H]1[C@@H](C1)C N-benzyl-N-methyl-1-((1R,2R)-2-methylcyclopropyl)methylamine